Cl.N1=CN=C(C=C1)C(=N)N pyrimidine-4-carboxamidine hydrochloride